2-methyl-4-(2,4,5-trimethylphenyl)-1H-indene CC=1CC2=CC=CC(=C2C1)C1=C(C=C(C(=C1)C)C)C